C(C)(C)(C)OC(=O)N1CC(=CC1)C=1SC(=C(N1)C)OC1=CC=C(C=C1)N1N=CN(C1=O)CC1=C(C=CC=C1F)F 3-[5-[4-[4-[(2,6-difluorophenyl)methyl]-5-oxo-1,2,4-triazol-1-yl]phenoxy]-4-methyl-thiazol-2-yl]-2,5-dihydropyrrole-1-carboxylic acid tert-butyl ester